Cl.N1(CCNCC1)C[C@@H]1CC[C@@H](O1)N1C(NC(C=C1)=O)=O 1-((2R,5S)-5-(piperazin-1-ylmethyl)tetrahydrofuran-2-yl)-1,2,3,4-tetrahydropyrimidine-2,4-dione hydrochloride